7-fluoro-2-(4-fluorophenyl)-5-methyl-6-nitro-1,2,3,4-tetrahydroisoquinoline FC1=C(C(=C2CCN(CC2=C1)C1=CC=C(C=C1)F)C)[N+](=O)[O-]